4-benzyloxy-7-bromo-1-chloro-phthalazine C(C1=CC=CC=C1)OC1=NN=C(C2=CC(=CC=C12)Br)Cl